C1(CC1)C([C@@H](C(NC1=CC=C(C=C1)C=1C(=NNC1C)C1CC1)=O)NC(=O)C=1N(N=CC1)CC)C1CC1 N-[(1S)-2,2-dicyclopropyl-1-[[4-(3-cyclopropyl-5-methyl-1H-pyrazol-4-yl)phenyl]carbamoyl]ethyl]-2-ethyl-pyrazole-3-carboxamide